COC(=O)C1=CC=C(C=C1)NC1=NC=C2CCN(CC2=C1)C(=O)OC(C)(C)C tert-butyl 7-{[4-(methoxycarbonyl)phenyl]amino}-1,2,3,4-tetrahydro-2,6-naphthyridine-2-carboxylate